[N+](=O)([O-])C1=CC=2N=C3C(=NC2C=C1)C1=CC=CC=C1C3=NNC(=S)N 8-nitro-11H-indeno[1,2-b]quinoxalin-11-one thiosemicarbazone